C(CCCCCCCCCCCCCCCCC)(=O)[O-].[Mg+2].C(CCCCCCCCCCCCCCCCC)(=O)[O-] Magnesium Stearat